CC1(CN(CC1)C(=O)N)OC1=CC=CC=C1 3-methyl-3-phenoxypyrrolidine-1-carboxamide